Trans-3-((2,3,4-Trifluorophenoxy)methyl)Cyclobutanol FC1=C(OC[C@@H]2C[C@H](C2)O)C=CC(=C1F)F